ClC1=C2N=C(C=NC2=CC=C1OC=1C=CC2=C(N(C(=N2)C)COCC[Si](C)(C)C)C1)C=1C=NN(C1)CC1(COCC1)C 2-[[6-[5-chloro-3-[1-[(3-methyltetrahydrofuran-3-yl)methyl]pyrazol-4-yl]quinoxalin-6-yl]oxy-2-methyl-benzimidazol-1-yl]methoxy]ethyl-trimethyl-silane